C(C1=CC=CC=C1)N1N=C(C(=C1Cl)CCN[C@@H]1C(N(C2=C(OC1)C=C1C(=C2)OC(O1)(F)F)C)=O)C(=O)OCC Ethyl (S)-1-benzyl-5-chloro-4-(2-((2,2-difluoro-9-methyl-8-oxo-6,7,8,9-tetrahydro-[1,3]dioxolo[4',5':4,5]benzo[1,2-b][1,4]oxazepin-7-yl) amino) ethyl)-1H-pyrazole-3-carboxylate